diamino-3,3'-biphenyldisulfonic acid NC1=C(C(=C(C=C1)C1=CC(=CC=C1)S(=O)(=O)O)N)S(=O)(=O)O